4-[(2-ethoxyphenyl)amino]-2-[(6-methoxy-2-methyl-1,2,3,4-tetrahydroisoquinolin-7-yl)amino]pyrimidine-5-carboxamide C(C)OC1=C(C=CC=C1)NC1=NC(=NC=C1C(=O)N)NC1=C(C=C2CCN(CC2=C1)C)OC